R-2-((tert-butylsulfinyl)imino)-2-(4-(ethylsulfanyl)phenyl)acetic acid ethyl ester C(C)OC(C(C1=CC=C(C=C1)SCC)=N[S@](=O)C(C)(C)C)=O